O.O1[C@@H](CC(=O)C=2C(O)=CC(O)=CC12)C1=CC=C(O)C=C1 naringenin, hydrate